FC=1C=C(C=CC1F)N1C(N([C@@H](C1)C#N)C1=CN=CC2=CC=CC=C12)=O (S)-1-(3,4-difluorophenyl)-3-(isoquinolin-4-yl)-2-oxoimidazoline-4-carbonitrile